C(C)N1N=C(C=C1/C(=C(/C#N)\C1=CC=C(C=C1)[Si](C)(C)C)/OCC1=CC=C(C=C1)OC)C (Z)-3-(1-ethyl-3-methyl-1H-pyrazol-5-yl)-3-((4-methoxybenzyl)oxy)-2-(4-(trimethylsilyl)phenyl)acrylonitrile